IC=1C(=NN(C1)C1OCCCC1)C1=NC(=CC=C1)C 2-(4-iodo-1-(tetrahydro-2H-pyran-2-yl)-1H-pyrazol-3-yl)-6-methylpyridine